C(C1=CC=CC=C1)(=O)OC(CC)(CC(CC)OC(C1=CC=CC=C1)=O)CCC 3-propyl-3,5-heptanediol dibenzoate